4-{(S)-2-[(S)-2-(tert-butoxycarbonyl)-4-methylpentanoylamino]-2-[2-(thiophen-2-yl)thiazol-4-yl]ethyl}phenylaminosulfonic acid C(C)(C)(C)OC(=O)[C@H](C(=O)N[C@@H](CC1=CC=C(C=C1)NS(=O)(=O)O)C=1N=C(SC1)C=1SC=CC1)CC(C)C